2-(4-fluorophenoxy)-N,N-dimethylethan-1-amine FC1=CC=C(OCCN(C)C)C=C1